(2S)-2-[9H-fluoren-9-yl-methoxycarbonyl-(methyl)amino]hexanoic acid C1=CC=CC=2C3=CC=CC=C3C(C12)COC(=O)N([C@H](C(=O)O)CCCC)C